sec-butyl 2-((4-(4-(dimethylamino)piperidin-1-yl)-3-methoxyphenyl)amino)-4-((6-(2-hydroxypropane-2-yl)pyridin-2-yl)amino)thieno[2,3-d]pyrimidine-5-carboxylate CN(C1CCN(CC1)C1=C(C=C(C=C1)NC=1N=C(C2=C(N1)SC=C2C(=O)OC(C)CC)NC2=NC(=CC=C2)C(C)(C)O)OC)C